(Z)-7-methylchroman-4-one oxime CC1=CC=C2\C(\CCOC2=C1)=N/O